COC1=C(CN=C=NC2=C(C#N)C=CC=C2F)C=CC(=C1)OC 2-((((2,4-dimethoxybenzyl)imino)methylene)amino)-3-fluorobenzonitrile